5-[5-[2-(4-fluorophenyl)morpholin-4-yl]-6-methyl-pyridazin-3-yl]-1H-pyrimidine-2,4-dione FC1=CC=C(C=C1)C1CN(CCO1)C=1C=C(N=NC1C)C=1C(NC(NC1)=O)=O